C(C)(C)(C)OC(NC12CC(C1)(C2)N2N=CC(=C2)Br)=O (3-(4-bromo-1H-pyrazol-1-yl)bicyclo[1.1.1]pent-1-yl)carbamic acid tert-butyl ester